COC1=C(C(=CC=C1)OC)O 2,6-dimethoxy-phenol